NCCC=1C=C(C=C(C1)OC)NC=1C(=NC(=C(N1)Cl)CC)C(=O)N 3-((3-(2-aminoethyl)-5-methoxyphenyl)amino)-5-chloro-6-ethylpyrazine-2-carboxamide